NC=1C2=C(N=CN1)C(=NC(=C2)NC2CC2)C=2C(=C(C=CC2C)O)C (R)-3-(4-amino-6-(cyclopropylamino)pyrido[3,4-d]pyrimidin-8-yl)-2,4-dimethylphenol